N1C(=NC2=C1C=CC=C2)CC(CCCN[C@H]2CCCC=1C=CC=NC21)N (1H-benzimidazol-2-ylmethyl)-N'-[(8S)-5,6,7,8-tetrahydroquinolin-8-yl]butane-1,4-diamine